CC(C(=O)OCOCOC(C(=C)C)=O)=C oxybis(methylene) bis(2-methylacrylate)